ClC=1C=C(C[C@H]2COC3=C(C=C(C=C3C2=O)CN2C(N(C=C2)C)=N)C2=CC(=C(C=C2)OC)OC)C=CC1Cl (S)-3-(3,4-dichlorobenzyl)-8-(3,4-dimethoxyphenyl)-6-((2-imino-3-methyl-2,3-dihydro-1H-imidazol-1-yl)methyl)chroman-4-one